tert-butyl 4-[[3-amino-5-(2-fluoro-6-methyl-phenyl)-7-isoquinolyl]oxy]piperidine-1-carboxylate NC=1N=CC2=CC(=CC(=C2C1)C1=C(C=CC=C1C)F)OC1CCN(CC1)C(=O)OC(C)(C)C